COC1=CC=C(C=C1)CN1N=C(C2=CC=C(C=C12)CC(=O)O)C(F)(F)F 2-[1-[(4-methoxyphenyl)methyl]-3-(trifluoromethyl)indazol-6-yl]acetic acid